dihydroxyethylphenylamine OC(CNC1=CC=CC=C1)O